(S)-3-(benzo[d]oxazol-2-yl)-2-(1,3-dicyclohexyl-1H-pyrazole-5-carboxamido)acrylic acid O1C(=NC2=C1C=CC=C2)C=C(C(=O)O)NC(=O)C2=CC(=NN2C2CCCCC2)C2CCCCC2